1,3-dimethyl-imidazole iodonium salt [IH2+].CN1CN(C=C1)C